FC=1C=2N(C(=NC1)OC)C(NN2)=S 8-fluoro-5-methoxy-2H-[1,2,4]triazolo[4,3-c]pyrimidine-3-thione